C(#N)C1(CCC1)NC(=O)C1=C(C=C2CCN3C(C2=C1)=C(C=C3C(=O)N3[C@@](CCC3)(C)[C@@H](C)O)CC(F)(F)F)OC N-(1-cyanocyclobutyl)-3-[(2R)-2-[(1R)-1-hydroxyethyl]-2-methyl-pyrrolidine-1-carbonyl]-8-methoxy-1-(2,2,2-trifluoroethyl)-5,6-dihydropyrrolo[2,1-a]isoquinoline-9-carboxamide